ammonium tetrakis(perfluoronaphthalenyl)borate FC1=C(C2=C(C(=C(C(=C2C(=C1F)F)F)F)F)F)[B-](C1=C(C(=C(C2=C(C(=C(C(=C12)F)F)F)F)F)F)F)(C1=C(C(=C(C2=C(C(=C(C(=C12)F)F)F)F)F)F)F)C1=C(C(=C(C2=C(C(=C(C(=C12)F)F)F)F)F)F)F.[NH4+]